7-chloro-3-(2,6-dichloro-3,5-dimethoxyphenyl)-N-(1-methylpiperidin-4-yl)-2,6-naphthyridine-1-amine ClC1=NC=C2C=C(N=C(C2=C1)NC1CCN(CC1)C)C1=C(C(=CC(=C1Cl)OC)OC)Cl